O1[C@H]2[C@@H]([C@@H](C1)O)OC[C@H]2O (3R,3aR,6R,6aR)-2,3,3a,5,6,6a-hexahydrofuro[3,2-b]furan-3,6-diol